5-((3-((diaminomethylene)carbamoyl)-5-(trifluoromethyl)phenyl)ethynyl)-2-methyl-N-(6-methylpyridin-2-yl)benzamide hydrochloride Cl.NC(N)=NC(=O)C=1C=C(C=C(C1)C(F)(F)F)C#CC=1C=CC(=C(C(=O)NC2=NC(=CC=C2)C)C1)C